3-chloro-5-(oxetan-3-yloxy)pyridazine (M)-methyl-7-(5-(3-chloro-6-cyano-5-cyclopropoxy-2-fluorophenyl)-1-methyl-1H-pyrazol-4-yl)-4-oxo-3,4-dihydrophthalazine-1-carboxylate COC(=O)C1=NNC(C2=CC=C(C=C12)C=1C=NN(C1C1=C(C(=CC(=C1C#N)OC1CC1)Cl)F)C)=O.ClC=1N=NC=C(C1)OC1COC1